(Z,2E)-5-[1-(4-chlorophenyl)pyrazol-3-yl]oxy-2-ethoxyimino-N,3-dimethyl-pent-3-enamide ClC1=CC=C(C=C1)N1N=C(C=C1)OC\C=C(/C(/C(=O)NC)=N\OCC)\C